N-(2-((5-bromo-2-chloropyrimidin-4-yl)amino)phenyl)-N-cyclopropylmethyl-sulfonamide BrC=1C(=NC(=NC1)Cl)NC1=C(C=CC=C1)N(S(=O)=O)CC1CC1